5-((2-methyl-6-(1-methyl-5-(((tetrahydro-2H-pyran-2-yl)oxy)methyl)-1H-1,2,3-triazol-4-yl)pyridin-3-yl)oxy)octahydropentalene-1-carboxylic acid methyl ester COC(=O)C1CCC2CC(CC12)OC=1C(=NC(=CC1)C=1N=NN(C1COC1OCCCC1)C)C